ClC1=C2N=C(N(C2=NC(=N1)C#CCCCC)[C@@H]1OCC[C@H]1O)C1=NC(=CC=C1)OC (2R,3R)-2-(6-chloro-2-(hex-1-yn-1-yl)-8-(6-methoxypyridin-2-yl)-9H-purin-9-yl)tetrahydrofuran-3-ol